C(C)OC(=O)C=1C(N(C(N(C1)CCOC)=O)C1=CC=C(C=C1)F)=O 3-(4-fluorophenyl)-1-(2-methoxyethyl)-2,4-dioxo-1,2,3,4-tetrahydropyrimidine-5-carboxylic acid ethyl ester